[Cr].[Si].[Fe] iron-silicon chromium